N-[3-[tert-Butyl(dimethyl)silyl]oxycyclopentyl]-6,7-dichloro-3-(1-tetrahydropyran-2-ylpyrazol-4-yl)-1H-indol-4-amine [Si](C)(C)(C(C)(C)C)OC1CC(CC1)NC=1C=2C(=CNC2C(=C(C1)Cl)Cl)C=1C=NN(C1)C1OCCCC1